C(C1=CC=CC=C1)(=O)O.CC(CO)C(O)C 2,3-dimethyl-1,3-propanediol benzoate